[Mg].C(#C)C=1C2=CC=C(N2)C(=C2C=CC(C(=C3C=CC(=C(C=4C=CC1N4)C#C)N3)C#C)=N2)C#C [5,10,15,20-tetraethynyl-porphyrin] magnesium